2-{2-Fluoro-4-[(3S)-3-fluoropyrrolidine-1-sulfonyl]phenyl}-4-methylquinoline-7-carboxylic acid FC1=C(C=CC(=C1)S(=O)(=O)N1C[C@H](CC1)F)C1=NC2=CC(=CC=C2C(=C1)C)C(=O)O